4-butyrylaminobenzene C(CCC)(=O)NC1=CC=CC=C1